tert-butyl 4-[5-[(2,6-dibenzyloxy-3-pyridyl)amino]-3-(trifluoromethyl)-2-pyridyl]piperazine-1-carboxylate C(C1=CC=CC=C1)OC1=NC(=CC=C1NC=1C=C(C(=NC1)N1CCN(CC1)C(=O)OC(C)(C)C)C(F)(F)F)OCC1=CC=CC=C1